CC1(NC(C2=CC=CC=C12)(C)C)C 1,1,3,3-tetramethylisoindoline